3'-(2,2-difluoro-2-methoxyethyl)-5'-(4-fluorophenyl)-N-(4-(piperazin-1-yl)phenyl)-1H,3'H-[2,4'-biimidazole]-4-carboxamide FC(CN1C=NC(=C1C=1NC=C(N1)C(=O)NC1=CC=C(C=C1)N1CCNCC1)C1=CC=C(C=C1)F)(OC)F